OC1=CC2=C(C3=CC=C(C(C=C3[C@H](CC2)NC(C)=O)=O)OC)C(=C1OC)OC N-[(7S)-5,6,7,9-tetrahydro-3-hydroxy-1,2,10-trimethoxy-9-oxobenzo[a]heptalen-7-yl]-acetamide